2-[[6-[3-[1-[[3-(Azetidin-1-yl)cyclobutyl]methyl]pyrazol-4-yl]-5-chloro-quinoxalin-6-yl]oxy-2-methyl-benzimidazol-1-yl]methoxy]ethyl-trimethyl-silane N1(CCC1)C1CC(C1)CN1N=CC(=C1)C=1C=NC2=CC=C(C(=C2N1)Cl)OC=1C=CC2=C(N(C(=N2)C)COCC[Si](C)(C)C)C1